C(C1=CC=CC=C1)OC(=O)N[C@H]1CN(C[C@@H]([C@H]1O)F)C(=O)OC(C)(C)C |o1:11,15,16| tert-butyl rel-(3S,4S,5S)-3-(benzyloxycarbonylamino)-5-fluoro-4-hydroxy-piperidine-1-carboxylate